(2R,3R,4R,5S)-2-methyl-1-(((S)-1-(3-(trifluoromethyl)pyridin-2-yl)piperidin-3-yl)methyl)piperidine-3,4,5-triol C[C@H]1N(C[C@@H]([C@H]([C@@H]1O)O)O)C[C@H]1CN(CCC1)C1=NC=CC=C1C(F)(F)F